C(C)(C)N1N=CC2=C1C=NN(C2=O)CC(=O)N[C@@H](C)C2=CC=C(C=C2)C (S)-2-(1-Isopropyl-4-oxo-1,4-dihydro-5H-pyrazolo[3,4-d]pyridazin-5-yl)-N-(1-(p-tolyl)-ethyl)acetamid